C(C1=CC=CC=C1)SC1=CC=C(C=C1)C1C(NC(CC1)=O)=O 3-(4-benzylsulfanylphenyl)piperidine-2,6-dione